4-((7-((R)-3-(4-amino-3-(4-phenoxyphenyl)-1H-pyrazolo[3,4-d]pyrimidin-1-yl)piperidine-1-yl)-7-oxoheptyl)thio)-2-(2,6-dioxopiperidin-3-yl)-7-fluoroisoindoline-1,3-dione NC1=C2C(=NC=N1)N(N=C2C2=CC=C(C=C2)OC2=CC=CC=C2)[C@H]2CN(CCC2)C(CCCCCCSC2=C1C(N(C(C1=C(C=C2)F)=O)C2C(NC(CC2)=O)=O)=O)=O